1-methyl-N-(2-methyl-4-(2-((1-methyl-1H-pyrazol-4-yl)amino)pyrimidin-4-yl)benzyl)-1H-pyrazole-4-carboxamide CN1N=CC(=C1)C(=O)NCC1=C(C=C(C=C1)C1=NC(=NC=C1)NC=1C=NN(C1)C)C